3-(3-Bromophenyl)-4-(Tert-Butoxycarbonylamino)Butanoic Acid BrC=1C=C(C=CC1)C(CC(=O)O)CNC(=O)OC(C)(C)C